Cl.NC=1C2=C(N=C(N1)Cl)N(C=C2)[C@H]2[C@@H]([C@@H]([C@H](C2)C2=CC(=CC(=C2)C=2C=NSC2)N)O)O (1R,2S,3R,5R)-3-{4-amino-2-chloropyrrolo[2,3-d]pyrimidin-7-yl}-5-[3-amino-5-(1,2-thiazol-4-yl)phenyl]cyclopentane-1,2-diol HCl salt